COC=1C=C(CC=2C=NC(=NC2)N2CCN(CC2)C=2C=NN3C2C=CC(=C3)C=3C=NN(C3)C)C=CC1 3-{4-[5-(3-methoxybenzyl)pyrimidin-2-yl]piperazin-1-yl}-6-(1-methyl-1H-pyrazol-4-yl)pyrazolo[1,5-a]pyridine